3,5-bis(((3-((3-aminopropyl)amino)propyl)amino)methyl)phenol, hydrochloride salt Cl.NCCCNCCCNCC=1C=C(C=C(C1)CNCCCNCCCN)O